C1(CC1)C=1OC=C(N1)C1=CC(=NC=C1)N(C(=O)[C@@H]1CC[C@H](CC1)CN(C([O-])=O)CC(C(C)C)O)C[C@@H]1CC[C@H](CC1)C1=NC(=C(C=C1)OC)C trans-4-((4-(2-Cyclopropyloxazol-4-yl)pyridin-2-yl)((trans-4-(5-methoxy-6-methylpyridin-2-yl)cyclohexyl)methyl)carbamoyl)cyclohexyl(2-hydroxy-3-methylbutyl)(methyl)carbamate